O=C(C[N+]1=CC=CC=C1)C=1SC=CC1 1-[2-oxo-2-(thiophen-2-yl)ethyl]pyridinium